2-(4'-hydroxyphenyl)acetic acid OC1=CC=C(C=C1)CC(=O)O